3-(allyloxy)-5-(1-(4-(thieno[3,2-b]pyridin-7-yloxy)piperidin-1-yl)ethyl)isoxazole C(C=C)OC1=NOC(=C1)C(C)N1CCC(CC1)OC1=C2C(=NC=C1)C=CS2